C(C1=CC=CC=C1)OC(=O)NCCCOCC(=O)OC(C)(C)C tert-Butyl 2-(3-(((benzyloxy)carbonyl)amino) propoxy)acetate